fluoro-1H-pyrazolo[4,3-d]pyrimidin FN1N=CC=2N=CN=CC21